4-(3-isopropyl-5-(piperidin-4-yl)-1H-indol-2-yl)-1H-pyrrolo[2,3-b]pyridin-3-ol C(C)(C)C1=C(NC2=CC=C(C=C12)C1CCNCC1)C1=C2C(=NC=C1)NC=C2O